CC1(N=C(NC1)C1(CC=2C=3N4C(NC3N=CN2)=CN=C4)CC=CC=C1)C(F)(F)F 4-(1-(4-methyl-4-(trifluoromethyl)-1H-imidazol-2-yl)benzyl)-9H-imidazo[5,1-f]purine